CCCCCC1C(O1)CCCCCCC=CC=CC=CC(=O)OC(CO)CO 2-(14,15-epoxyeicosatrienoyl)glycerol